(1R,3S)-3-(3-{[(2-methyl-1-oxo-2,3-dihydro-1H-isoindol-4-yl)acetyl]-amino}-1H-pyrazol-5-yl)-cyclopentyl (2S)-butan-2-ylcarbamate C[C@@H](CC)NC(O[C@H]1C[C@H](CC1)C1=CC(=NN1)NC(CC1=C2CN(C(C2=CC=C1)=O)C)=O)=O